N-{1-Cyclooctyl-2-oxo-2-[(2-oxospiro[indoline-3,4'-tetrahydrothiopyran]-6-yl)amino]-ethyl}-2-methylpyrazole-3-carboxamide C1(CCCCCCC1)C(C(NC1=CC=C2C(=C1)NC(C21CCSCC1)=O)=O)NC(=O)C=1N(N=CC1)C